CN1C(=NC(=C1)[N+](=O)[O-])C(=O)NC1CCN(CC1)C 1-methyl-N-(1-methylpiperidin-4-yl)-4-nitro-1H-imidazole-2-carboxamide